C1(CC1)C1=CC(=C(C#N)C=C1)NC1=C(C=CC=C1)C 4-cyclopropyl-2-(2-methylphenylamino)benzonitrile